N1(CCC1)C1=NSC(=N1)C1=NN=C2N1CCN([C@@H]2C)C(=O)C2=CC(=C(C=C2)F)[2H] (R)-(3-(3-(azetidin-1-yl)-1,2,4-thiadiazol-5-yl)-8-methyl-5,6-dihydro-[1,2,4]Triazolo[4,3-a]pyrazin-7(8H)-yl)(4-fluorophenyl-3-d)methanone